OC1=CC=C(O1)C(=O)O 5-Hydroxy-2-furoic acid